(4-Chlorobenzofuran-7-yl)methanol ClC1=CC=C(C2=C1C=CO2)CO